C(C)C(CC=CCCCC)CCCC 8-ethyl-5-dodecene